Cl.FC1(C(CNCC1)C1=CC=[N+](C=C1)[O-])F 4-(4,4-difluoropiperidin-3-yl)pyridine 1-oxide hydrochloride